purine 2,2,2-trifluoroacetate FC(C(=O)O)(F)F.N1=CN=C2N=CNC2=C1